1,3-bis(6-isocyanatohexyl)-1,3-diazetidin-2,4-dion N(=C=O)CCCCCCN1C(N(C1=O)CCCCCCN=C=O)=O